Trans-3-(3,5-dichlorophenylamino)-4'-hydroxy-2-oxo-1,3'-bipiperidine-1'-carboxylic acid tert-butyl ester C(C)(C)(C)OC(=O)N1CC(C(CC1)O)N1C(C(CCC1)NC1=CC(=CC(=C1)Cl)Cl)=O